BrC1=C(C=C(C=C1)Cl)CO[Si](C)(C)C(C)(C)C (2-bromo-5-chloro-phenyl)methoxy-tert-butyl-dimethyl-silane